F[Sb-](F)(F)(F)(F)F.C1(=CC=C(C=C1)[S+](C1=CC=C2SC=3C=CC(=CC3C(C2=C1)=O)C(C)C)C1=CC=C(C=C1)C)C 7-[di(p-Toluyl)sulfonio]-2-isopropylthioxanthone hexafluoroantimonate